Tert-Butyl-(2-(8-Methyl-1-(Methylthio)Imidazo[1,5-a]Pyridin-3-yl)Propan-2-yl)Carbamic Acid C(C)(C)(C)N(C(O)=O)C(C)(C)C1=NC(=C2N1C=CC=C2C)SC